3-[3-[(2S,5R)-5-(aminomethyl)-3-oxo-1,4-thiazepan-2-yl]phenyl]benzonitrile NC[C@@H]1NC([C@@H](SCC1)C=1C=C(C=CC1)C=1C=C(C#N)C=CC1)=O